glycerol mono(linoleate) C(CCCCCCC\C=C/C\C=C/CCCCC)(=O)OCC(O)CO